Tetrakis(3-Mercaptopropylthiomethyl)methan SCCCSCC(CSCCCS)(CSCCCS)CSCCCS